(2-chloroethoxy)acetaldehyde ClCCOCC=O